C(=O)NC=1SC=C(N1)CC(=O)O 2-(2-formamidothiazole-4-yl)acetic acid